CN1N=C(N=C1)C=1C=C2C=CN(C2=CC1)COCC[Si](C)(C)C 5-(1-methyl-1H-1,2,4-triazol-3-yl)-1-((2-(trimethylsilyl)ethoxy)methyl)-1H-indole